Benzyl 1-(hydroxymethyl)-4-[(1-methyl-2-oxopyridin-4-yl)oxymethyl]-2-azabicyclo[2.1.1]hexane-2-carboxylate OCC12N(CC(C1)(C2)COC2=CC(N(C=C2)C)=O)C(=O)OCC2=CC=CC=C2